FC=1C=C2C(=C(C(N(C2=CC1)C)=O)[N+](=O)[O-])N1CCN(CC1)C(=O)O 4-(6-fluoro-1-methyl-3-nitro-2-oxo-1,2-dihydroquinolin-4-yl)piperazine-1-carboxylic acid